FC(C=1C=C(C=C(C1)C(F)(F)F)N(C(=O)N([C@@H]1CN(C[C@H]1C1=CC=C(C=C1)F)C(=O)[C@@H]1CC[C@H](CC1)NC(OCCCl)=O)C)C)(F)F 2-chloroethyl (trans-4-{[(3S,4R)-3-[{[3,5-bis(trifluoromethyl)phenyl](methyl)carbamoyl}(methyl)amino]-4-(4-fluorophenyl)pyrrolidin-1-yl]carbonyl}cyclohexyl)carbamate